C1(NC=CN2C1=CC=1CCCCC21)=O 6,7,8,9-tetrahydropyrazino[1,2-a]indol-1(2H)-one